(R)-4-((3S,5S,8R,9S,10S,13R,14S,17R)-3-hydroxy-10,13-dimethylhexadecahydro-1H-cyclopenta[a]phenanthren-17-yl)-1-(4-(1-methyl-1H-1,2,3-triazole-4-carbonyl)piperazin-1-yl)pentan-1-one O[C@H]1CC[C@@]2([C@H]3CC[C@@]4([C@H](CC[C@H]4[C@@H]3CC[C@H]2C1)[C@@H](CCC(=O)N1CCN(CC1)C(=O)C=1N=NN(C1)C)C)C)C